C(C=C)(=O)N1CC(N(CC1)C=1C2=C(N(C(N1)=O)C=1C(=NC=CC1C)C(C)C)N=C(C(=C2)C#N)C2=C(C(=CC=C2)F)C)C 4-(4-acryloyl-2-methylpiperazin-1-yl)-7-(3-fluoro-2-methylphenyl)-1-(2-isopropyl-4-methylpyridin-3-yl)-2-oxo-1,2-dihydropyrido[2,3-d]pyrimidine-6-carbonitrile